OC1(CCC=2N(C1)C=CN2)C(=O)OC methyl 6-hydroxy-5,6,7,8-tetrahydroimidazo[1,2-a]pyridine-6-carboxylate